ammonia ammoniomethacrylate [NH3+]C=C(C(=O)[O-])C.N